N1=CC=C(C=C1)C1=NOC(=N1)C=1C=CC2=C(C(CCO2)=O)C1 6-[3-(pyridin-4-yl)-1,2,4-oxadiazol-5-yl]-3,4-dihydro-2H-1-benzopyran-4-one